FC\C=C\CF (2E)-1,4-difluoro-2-butene